N1=C(C(=CC=C1)C(=O)N1CCC(CC1)(C#N)CC1=CC=C(C=C1)C#N)C1=CC=NC=C1 1-([2,4'-bipyridine]-3-carbonyl)-4-(4-cyanobenzyl)piperidine-4-carbonitrile